(6-methoxy-4-methylpyridin-3-yl)acetaldehyde COC1=CC(=C(C=N1)CC=O)C